N-(4-(3-(5-(dimethylamino)naphthalene-1-sulfonamido)phenyl)thiazol-2-yl)-4-methylbenzamide CN(C1=C2C=CC=C(C2=CC=C1)S(=O)(=O)NC=1C=C(C=CC1)C=1N=C(SC1)NC(C1=CC=C(C=C1)C)=O)C